ClC1=C(C=CC(=C1)C1=NC(=C2C(=N1)NN=C2C)NCCN(C)C)NS(=O)(=O)C2=NC=CC(=C2)OC(C)C N-[2-chloro-4-(4-{[2-(dimethylamino)ethyl]amino}-3-methyl-1H-pyrazolo[3,4-d]pyrimidin-6-yl)phenyl]-4-isopropoxypyridine-2-sulfonamide